2,3-di(pentadecanoyloxy)propyl pentadecanoate C(CCCCCCCCCCCCCC)(=O)OCC(COC(CCCCCCCCCCCCCC)=O)OC(CCCCCCCCCCCCCC)=O